tert-butyl 4-(2-bromophenyl)-2-cyano-4,7-dihydrothieno[2,3-c]pyridine-6(5H)-carboxylate BrC1=C(C=CC=C1)C1C2=C(CN(C1)C(=O)OC(C)(C)C)SC(=C2)C#N